COC1=CC=C(CN(C=2N=CC(C(N2)NC(C)CCC)=O)CC2=CC=C(C=C2)OC)C=C1 2-(bis(4-methoxybenzyl)amino)-5-oxo-4-(pentan-2-ylamino)pyrimidine